2-chloro-4,5,6-tribromo-1,3-diazine ClC1=NC(=C(C(=N1)Br)Br)Br